C1(=CC=CC=C1)C=CC(C=CNC1=CC=C(C=C1)C)=O 1-phenyl-5-(p-tolylamino)pentan-1,4-dien-3-one